C(C)(C)(C)OC(=O)N1CCC(CC1)CCCOS(=O)(=O)C 4-(3-((methylsulfonyl)oxy)propyl)piperidine-1-carboxylic acid tert-butyl ester